8-(2-((2,2-difluoropropyl)amino)-7H-pyrrolo[2,3-d]pyrimidin-5-yl)-3,4-dihydrobenzo[f][1,4]oxazepin-5(2H)-one FC(CNC=1N=CC2=C(N1)NC=C2C2=CC1=C(C(NCCO1)=O)C=C2)(C)F